N-[4-chloro-2-[(di-2-propyl-lambda4-sulfanylidene)carbamoyl]-6-methyl-phenyl]-2-(3-chloro-2-pyridyl)-5-(trifluoromethyl)pyrazole-3-carboxamide ClC1=CC(=C(C(=C1)C)NC(=O)C=1N(N=C(C1)C(F)(F)F)C1=NC=CC=C1Cl)C(N=S(C(C)C)C(C)C)=O